COC1=NC2=CC3=C(C=C2C=C1C)OCC[C@H]1N(C3)CCN(C1)C=1C=CC(=NC1)C(=O)NC (R)-5-(11-methoxy-10-methyl-1,2,4,4a,5,6-hexahydro-3H,14H-pyrazino[1',2':5,6][1,5]oxazocino[2,3-g]quinolin-3-yl)-N-methylpicolinamide